(S)-4-(4-(cyclopropylmethyl)-1-(4-(trifluoromethyl)phenyl)-2,3,4,5-tetrahydro-1H-benzo[e][1,4]diazepin-7-yl)-6-(1,2-dihydroxyethyl)-picolinamide C1(CC1)CN1CCN(C2=C(C1)C=C(C=C2)C2=CC(=NC(=C2)[C@@H](CO)O)C(=O)N)C2=CC=C(C=C2)C(F)(F)F